1-(2-hydroxy-5-methylphenyl)naphthalene OC1=C(C=C(C=C1)C)C1=CC=CC2=CC=CC=C12